ClC1=C2C=C(N(C2=CC(=C1Cl)OCC1CNC(O1)=O)C)C(=O)NC1(COCC1)C1=CC=C(C(=O)O)C=C1 (±)-4-[3-[[4,5-Dichloro-1-methyl-6-[(2-oxooxazolidin-5-yl)methoxy]indole-2-carbonyl]amino]tetrahydrofuran-3-yl]benzoic acid